FC(C=1C=C(C=CC1)C=CC(=O)[O-])(F)F 3-(3-(trifluoromethyl)phenyl)acrylate